N-[(1R)-1-[3-(1,1-difluoro-2-hydroxyethyl)phenyl]ethyl]-1-(3-methanesulfonylphenyl)-6-oxo-pyridazine-3-carboxamide FC(CO)(F)C=1C=C(C=CC1)[C@@H](C)NC(=O)C1=NN(C(C=C1)=O)C1=CC(=CC=C1)S(=O)(=O)C